t-butylimino-tris(dimethylamino)tantalum C(C)(C)(C)N=[Ta](N(C)C)(N(C)C)N(C)C